2-(4-cyanophenyl)-4-phenylpiperidine-1-carboxylic acid tert-butyl ester C(C)(C)(C)OC(=O)N1C(CC(CC1)C1=CC=CC=C1)C1=CC=C(C=C1)C#N